[PH2](OC(C1=C(C(=C(C=C1C)C)C1=CC=CC=C1)C)=O)=O.[Li] Lithium phenyl-2,4,6-trimethyl-benzoyl phosphinate